C1(CC1)C(=O)NC1=CC(=C(N=N1)C(=O)NC([2H])([2H])[2H])NC1=C(C(=CC=C1)C1=NOC(=N1)CCOC)OC 6-cyclopropaneamido-4-({2-methoxy-3-[5-(2-methoxyethyl)-1,2,4-oxadiazol-3-yl]phenyl}amino)-N-(2H3)methylpyridazine-3-carboxamide